N[C@@H](CC(=O)OCC)C=1C=C(C=C(C1F)C)C1=C(C(=CC=C1O)F)C ethyl (S)-3-amino-3-(3',4-difluoro-6'-hydroxy-2',5-dimethyl-[1,1'-biphenyl]-3-yl)propanoate